ethyl (3R)-3-(7-chloro-1,4-dimethyl-1H-benzotriazol-5-yl)-3-[7-(hydroxymethyl)-1-benzothiophen-5-yl]propanoate ClC1=CC(=C(C2=C1N(N=N2)C)C)[C@H](CC(=O)OCC)C=2C=C(C1=C(C=CS1)C2)CO